tert-butyl 2-(4-methyl-6-(trifluoromethyl)pyridin-3-yl)-2,8-diazaspiro[4.5]decane-8-carboxylate CC1=C(C=NC(=C1)C(F)(F)F)N1CC2(CC1)CCN(CC2)C(=O)OC(C)(C)C